2-(allyloxy)-6-amino-4-bromobenzonitrile C(C=C)OC1=C(C#N)C(=CC(=C1)Br)N